methyl N-[4-chloro-2-[[(1S)-3-(methylamino)-2,3-dioxo-1-[[(3S)-2-oxopyrrolidin-3-yl]methyl]propyl]carbamoyl]phenyl]carbamate ClC1=CC(=C(C=C1)NC(OC)=O)C(N[C@H](C(C(=O)NC)=O)C[C@H]1C(NCC1)=O)=O